C(CCC)(=O)O[C@@H]1COC([C@@H]([C@@H]1OC(CCC)=O)OC(CCC)=O)OC(CCC)=O [(3R,4R,5R)-4,5,6-tri(butanoyloxy)tetrahydropyran-3-yl] butanoate